4-trifluoromethylphenyldisulfide FC(C1=CC=C(C=C1)SSC1=CC=C(C=C1)C(F)(F)F)(F)F